NC=1SC(=C(N1)C)OC1=C(C=C(C=C1)N1N=CN(C1=O)CC1=C(C=CC=C1F)F)F 2-(4-((2-amino-4-methylthiazol-5-yl)oxy)-3-fluorophenyl)-4-(2,6-difluorobenzyl)-2,4-dihydro-3H-1,2,4-triazol-3-one